O1C(=CC=C1)C=[N+](C(C)C)[O-] 1-(furan-2-yl)-N-isopropylmethanimine oxide